(4-methoxybenzyl)-2-oxoindoline-6-carboxamide COC1=CC=C(CN2C(CC3=CC=C(C=C23)C(=O)N)=O)C=C1